3-((5-(3-Fluorophenyl)pyrimidin-2-yl)(methyl)amino)benzoic acid FC=1C=C(C=CC1)C=1C=NC(=NC1)N(C=1C=C(C(=O)O)C=CC1)C